5-methyl-1,3,4-oxa-diazole CC1=NN=CO1